1-(6-((((Benzylamino)(2-(pivaloylthio)ethoxy)phosphoryl)oxy)methyl)-2,2-dimethyltetrahydrofuro[3,4-d][1,3]dioxol-4-yl)-3-carbamoylpyridin-1-ium acetate salt C(C)(=O)[O-].C(C1=CC=CC=C1)NP(=O)(OCCSC(C(C)(C)C)=O)OCC1OC(C2C1OC(O2)(C)C)[N+]2=CC(=CC=C2)C(N)=O